potassium (2R,4R)-1-(3-chloro-2-fluorobenzyl)-4-((5-fluoro-4-methyl-6-((3-methyl-1H-pyrazol-5-yl)amino) pyridin-2-yl)methyl)-2-methylpiperidine-4-carboxylate monohydrate O.ClC=1C(=C(CN2[C@@H](C[C@@](CC2)(C(=O)[O-])CC2=NC(=C(C(=C2)C)F)NC2=CC(=NN2)C)C)C=CC1)F.[K+]